(4R)-4-amino-2-ethyl-isoxazolidin-3-one N[C@H]1C(N(OC1)CC)=O